N-{bicyclo[1.1.1]pentan-1-yl}-6-cyano-5-(3,5-difluorophenyl)pyridine-3-carboxamide C12(CC(C1)C2)NC(=O)C=2C=NC(=C(C2)C2=CC(=CC(=C2)F)F)C#N